3-(chloromethyl)-4-ethoxy-2-methylpyridine ClCC=1C(=NC=CC1OCC)C